ClC1=C2CCCC3(CC=4N=C(N=C(C4CO3)N3CCOCCC3)OC[C@]34CCCN4C[C@@H](C3)F)C2=CC(=C1)N 5-chloro-2'-(((2R,7aS)-2-fluorotetrahydro-1H-pyrrolizin-7a(5H)-yl)methoxy)-4'-(1,4-oxazepan-4-yl)-3,4,5',8'-tetrahydro-2H-spiro[naphthalene-1,7'-pyrano[4,3-d]pyrimidin]-7-amine